(E)-[(2-chloro-5-fluorophenyl)methylene]({1-[(trimethylsilyl)oxy]vinyl})amine ClC1=C(C=C(C=C1)F)\C=N\C(=C)O[Si](C)(C)C